C(C)C(C1=CC=CC=C1)[Ru]C1=C(CC=CC1)CC (ethylbenzyl)(1-ethyl-1,4-cyclohexadienyl)ruthenium